copper-cesium bromide [Br-].[Cs+].[Cu+2].[Br-].[Br-]